(S)-N-((S)-1-(4-methoxyphenyl)ethyl)-N-methyl-3,4-dihydro-2H-pyrano[3,2-b]pyridin-4-amine COC1=CC=C(C=C1)[C@H](C)N([C@H]1CCOC=2C1=NC=CC2)C